Tert-Butyl N-[5-[6-[6-[(3-fluoranyl-2-oxidanyl-propyl)amino]-1,3-benzothiazol-2-yl]pyridin-3-yl]pyridin-2-yl]-N-methyl-carbamate FCC(CNC1=CC2=C(N=C(S2)C2=CC=C(C=N2)C=2C=CC(=NC2)N(C(OC(C)(C)C)=O)C)C=C1)O